OC1C(OC2=CC=CC=C2C1NC(=O)C=1C=C2[C@@H](CCOC2=CC1)N1C(N[C@](CC1=O)(C)C(C)C)=N)(C)C (4R)-N-(3-hydroxy-2,2-dimethylchroman-4-yl)-4-((S)-2-imino-4-isopropyl-4-methyl-6-oxotetrahydropyrimidin-1(2H)-yl)chromane-6-carboxamide